ClC1=NC(=C2C=CC=NC2=C1)NC1CC2CCC(C1)N2C(C(F)F)=O 1-((3-Exo)-3-((7-chloro-1,6-naphthyridin-5-yl)amino)-8-azabicyclo[3.2.1]oct-8-yl)-2,2-difluoroethane-1-one